C(C)(C)(C)OC(N=C1NCC(OC(CCCCCCCC(N1)=O)C)=O)=O 15-methyl-2,7-dioxo-1-oxa-4,6-diazacyclopentadec-5-ylidenecarbamic acid tert-butyl ester